methyl (1S,3S)-3-((6-(5-(hydroxymethyl)-1-methyl-1H-1,2,3-triazol-4-yl)-2-(oxetan-3-yl)pyridin-3-yl)oxy)cyclohexane-1-carboxylate OCC1=C(N=NN1C)C1=CC=C(C(=N1)C1COC1)O[C@@H]1C[C@H](CCC1)C(=O)OC